(tert-Butyldimethylsilanyloxy)-3-(3-fluorophenyl)-3,4-dihydroisoquinolin [Si](C)(C)(C(C)(C)C)OC1=NC(CC2=CC=CC=C12)C1=CC(=CC=C1)F